FC=1C=C2C(=NC1)NC=C2CCNCC2=CC(=CC=C2)OC 2-(5-fluoro-1H-pyrrolo[2,3-b]pyridin-3-yl)-N-(3-methoxybenzyl)ethan-1-amine